N-{2-[(3R,4S)-3-fluoro-4-(2H3)methoxypiperidin-1-yl]pyrimidin-4-yl}-8-[(2R,3S)-3-(methanesulfonylmeth-yl)-2-methylazetidin-1-yl]-5-(propan-2-yl)-2,7-naphthyridin-3-amine F[C@@H]1CN(CC[C@@H]1OC([2H])([2H])[2H])C1=NC=CC(=N1)NC=1N=CC2=C(N=CC(=C2C1)C(C)C)N1[C@@H]([C@H](C1)CS(=O)(=O)C)C